5,7-dibromo-1H-pyrazolo[4,3-b]pyridine BrC1=CC(=C2C(=N1)C=NN2)Br